1-(3,4-dimethylpyrimidino[4',5':4,5]thieno[2,3-c]pyridazin-8-yl)azetidine-3-carboxamide CC1=C(C2=C(N=N1)SC1=C2N=CN=C1N1CC(C1)C(=O)N)C